O1C=NC2=C1C=CC(=C2)CN(C(=O)[C@@H]2[C@@H]1C[C@@H]1CN2S(=O)(=O)C2=CC=C(C)C=C2)C2CCC(CC2)(C)C (1R,2S,5S)-N-(benzo[d]oxazol-5-ylmethyl)-N-(4,4-dimethylcyclohexyl)-3-tosyl-3-azabicyclo[3.1.0]hexane-2-carboxamide